(S)-3-(3-chloro-4-methyl-1H-pyrazol-1-yl)-N-(4-cyano-3-(trifluoromethyl)phenyl)-2-hydroxy-2-methylpropanamide ClC1=NN(C=C1C)C[C@](C(=O)NC1=CC(=C(C=C1)C#N)C(F)(F)F)(C)O